NC1=C(C=C(C=N1)C1=CC=C(C=C1)C(=O)N1[C@@H](CCC1)CN1CCCC1)OCC1=C(C(=CC=C1F)F)Cl {4-[6-amino-5-(2-chloro-3,6-difluoro-benzyloxy)-pyridin-3-yl]-phenyl}-[(2S)-2-pyrrolidin-1-ylmethyl-pyrrolidin-1-yl]-methanone